BrC(C(=O)NCCCC)(Br)Br 2,2,2-tribromo-N-butylacetamide